C(\C=C/CCCCCC)OC(CCC(=O)O)=O (Z)-4-(non-2-en-1-yloxy)-4-oxobutanoic acid